ClC=1C=CC(=C(C1)C1=CC(NC=C1OC)=O)N1N=NC(=C1)Cl 4-(5-chloro-2-(4-chloro-1H-1,2,3-triazol-1-yl)phenyl)-5-methoxy-2-oxopyridin